4-fluoro-3-nitrophenol FC1=C(C=C(C=C1)O)[N+](=O)[O-]